C(C(=O)OCC(NCC(CCCCCCCCCC)O)NCC(CCCCCCCCCC)O)(=O)[O-] 2-(bis(2-hydroxydodecylamino) ethyl) oxalate